Cl.Cl.N1N=CC(=C1)C(CC)N (1H-pyrazol-4-yl)propan-1-amine dihydrochloride